C1(CC1)CN1C=C(C2=NN(C(C(=C21)C=2C=NC(=CC2)C2CC2)=O)C2=CC1=CN(N=C1C=C2)C)S(=O)(=O)O 5-(cyclopropylmethyl)-4-(6-cyclopropylpyridin-3-yl)-2-(2-methyl-2H-indazol-5-yl)-3-oxo-3,5-dihydro-2H-pyrrolo[3,2-c]pyridazine-7-sulfonic acid